5-[[[1-[2-hydroxy-4-(trifluoromethyl)phenyl]pyrido[3,4-d]pyridazin-4-yl]amino]methyl]-4,4-dimethyl-pyrrolidin-2-one OC1=C(C=CC(=C1)C(F)(F)F)C1=C2C(=C(N=N1)NCC1C(CC(N1)=O)(C)C)C=NC=C2